Sodium (2S,5R)-2-(N-((R)-1-methylpyrrolidine-3-carbonyl)carbamimidoyl)-7-oxo-1,6-diazabicyclo[3.2.1]octan-6-yl Sulfate S(=O)(=O)(ON1[C@@H]2CC[C@H](N(C1=O)C2)C(NC(=O)[C@H]2CN(CC2)C)=N)[O-].[Na+]